NC1=NC=2C=CC(=CC2C2=C1C=NN2C)C(=O)N(N2C(CCC2)=O)CC2=NC1=C(N2C)C=CC(=C1)Cl 4-Amino-N-[(5-chloro-1-methyl-benzimidazol-2-yl)methyl]-1-methyl-N-(2-oxopyrrolidin-1-yl)pyrazolo[4,3-c]quinoline-8-carboxamide